BrC1=CC(=C(OCC(=O)OC(C)(C)C)C=C1)C1=NOCC1OCC tert-butyl 2-[4-bromo-2-(4-ethoxy-4,5-dihydroisoxazol-3-yl)phenoxy]acetate